5-methyl-[1,2,4]triazolo[1,5-a]pyridin-8-amine CC1=CC=C(C=2N1N=CN2)N